[Si](C)(C)(C(C)(C)C)N=C=C1CCC2(OCCO2)CC1 N-(tert-butyldimethylsilyl)-1-(1,4-dioxaspiro[4.5]decan-8-ylidene)methanimine